8-benzyl-6-(2,6-difluorophenyl)-2-(furan-2-ylmethyl)imidazo[1,2-a]pyrazin-3(7H)-one C(C1=CC=CC=C1)C1=C2N(C=C(N1)C1=C(C=CC=C1F)F)C(C(=N2)CC=2OC=CC2)=O